BrC1=CC(=C(C=C1)C#CC=1C=CC=NC1)NS(=O)(=O)C=1C=CC(=C2C=CC=NC12)OC 5-{2-[4-Bromo-2-(5-methoxychinolin-8-sulfonamido)phenyl]ethynyl}pyridin